CC1=C(C(=O)NC2(CNC2)C2=CC=CC3=CC=CC=C23)C=C(C=C1)OCCNC 2-Methyl-5-(2-(methylamino)ethoxy)-N-(3-(naphthalen-1-yl)azetidin-3-yl)benzamide